(±)-1-((1H-indol-2-yl)methyl)-3,7-dimethyl-8-(2-oxopiperidin-4-ylamino)-1H-purine-2,6(3H,7H)-dione N1C(=CC2=CC=CC=C12)CN1C(N(C=2N=C(N(C2C1=O)C)N[C@H]1CC(NCC1)=O)C)=O |r|